O1COC2=C1C=CC(=C2)N(C(=O)C=2C=C(C=CC2)N2N=C(C=C2OCC2=CC=C(C(=O)OC)C=C2)C(F)(F)F)C methyl 4-[[2-[3-[1,3-benzodioxol-5-yl(methyl)carbamoyl]phenyl]-5-(trifluoromethyl)pyrazol-3-yl]oxymethyl]benzoate